C1(CCCC1)C1=CC=2C(N=C1)=NN(C2)C=2C=C(C=CC2F)N2C[C@@H](CC2)F (3R)-N-(3-{5-cyclopentyl-2H-pyrazolo[3,4-b]pyridin-2-yl}-4-fluorophenyl)-3-fluoropyrrolidine